3-(2-Oxo-1,2-dihydropyridin-4-yl)-7-((4-(piperazin-1-yl)phenyl)amino)-2,3-dihydro-4H-pyrimido[5,4-e][1,3]oxazin-4-one O=C1NC=CC(=C1)N1COC2=C(C1=O)C=NC(=N2)NC2=CC=C(C=C2)N2CCNCC2